O.O.[Co+2] cobalt(II) dihydrate